2-hydroxy-5-hydroxymethyl-cyclohexane OC1CCC(CC1)CO